borane-bisphosphonate B(P([O-])(=O)[O-])P([O-])(=O)[O-]